C1(CC1)NC(=O)C1(CC1)NS(=O)(=O)C1=C(C=CC(=C1)OC1=C(C=C(C=C1Cl)N1N=C(C(NC1=O)=O)C(F)F)Cl)O N-cyclopropyl-1-[[5-[2,6-dichloro-4-[6-(difluoromethyl)-3,5-dioxo-1,2,4-triazin-2-yl]phenoxy]-2-hydroxy-phenyl]sulfonylamino]cyclopropanecarboxamide